tetracosyl n-decanoate C(CCCCCCCCC)(=O)OCCCCCCCCCCCCCCCCCCCCCCCC